C(=O)(OCC1C2=CC=CC=C2C2=CC=CC=C12)N[C@@H](CC=1SC=CC1)C(=O)O Fmoc-3-(2-thienyl)-L-alanine